OC=1C=C(C=CC1)NC(=O)NC=1C=C2C=CC=NC2=CC1 1-(3-hydroxyphenyl)-3-(6-quinolyl)urea